FCOCC(CC)(CC)NC(=O)C1=NC(=C(C=C1)N1CC(C1)OC)OCC1COC1 N-{3-[(fluoromethoxy)methyl]pent-3-yl}-5-(3-methoxyazetidin-1-yl)-6-[(oxetan-3-yl)methoxy]pyridine-2-carboxamide